N(=[N+]=[N-])[C@H]1[C@H]2[C@H](CN(C2)C(=O)C2=CC=3COCCC3S2)CC12CC2 [(3aS,4S,6aR)-4-azidospiro[1,3,3a,4,6,6a-hexahydrocyclopenta[c]pyrrole-5,1'-cyclopropan]-2-yl]-(6,7-dihydro-4H-thieno[3,2-c]pyran-2-yl)methanone